COC(=O)C=1SC=CC1C(=C)C 3-(prop-1-en-2-yl)thiophene-2-carboxylic acid methyl ester